BrC1=NC(=NC=C1)F 4-bromo-2-fluoropyrimidine